dibutyltin bis(acetyl acetate) C(C)(=O)CC(=O)[O-].C(C)(=O)CC(=O)[O-].C(CCC)[Sn+2]CCCC